amino-2-(3,5-dichloro-4-((7'-methyl-2'-oxospiro[cyclobutane-1,3'-indolin]-5'-yl)oxy)phenyl)-1,2,4-triazine-3,5(2H,4H)-dione NN1C(N(N=CC1=O)C1=CC(=C(C(=C1)Cl)OC=1C=C2C3(C(NC2=C(C1)C)=O)CCC3)Cl)=O